C(C1=CC=CC=C1)OC=1C=C(C=CC1)NC1=CC2=C(C=N1)N(C(N2C2CCCC2)=O)C 6-((3-(benzyloxy)phenyl)amino)-1-cyclopentyl-3-methyl-1,3-dihydro-2H-imidazo[4,5-c]pyridin-2-one